3-(2-(5-(3-bromobenzylidene)-3-(2,4-dimethylphenyl)-4-oxothiazolidin-2-ylidene)hydrazono)-5-bromo-1H-indol-2-one BrC=1C=C(C=C2C(N(C(S2)=NN=C2C(NC3=CC=C(C=C23)Br)=O)C2=C(C=C(C=C2)C)C)=O)C=CC1